tert-butyl N-ethyl-N-[1-(1-methylbenzotriazol-4-yl)-4-piperidyl]carbamate C(C)N(C(OC(C)(C)C)=O)C1CCN(CC1)C1=CC=CC=2N(N=NC21)C